4-[1-(2,6-dioxopiperidin-3-yl)-1H-1,2,3-triazol-4-yl]-3-methoxythiophene-2-carboxylic acid methyl ester COC(=O)C=1SC=C(C1OC)C=1N=NN(C1)C1C(NC(CC1)=O)=O